NC=1C2=C(N=CN1)C(C(N2)=O)(C)CC(C)C 4-amino-7-isobutyl-7-methyl-5,7-dihydro-6H-pyrrolo[3,2-d]pyrimidin-6-one